NC1=CC(=C(C(=O)[O-])C=C1)N1CCCC1 4-amino-2-(pyrrolidin-1-yl)benzoate